tert-butyl 7-((2,4-difluorobenzyl)oxy)-5-fluoro-2-((3-nitro-2-oxopyridin-1(2H)-yl)methyl)-1H-indole-1-carboxylate FC1=C(COC=2C=C(C=C3C=C(N(C23)C(=O)OC(C)(C)C)CN2C(C(=CC=C2)[N+](=O)[O-])=O)F)C=CC(=C1)F